NC=1SC(=C(C1C(=O)O)C(=O)O)N 2,5-diamino-3,4-thiophenedicarboxylic acid